ClC1=CC=C(C=C1)C=1N=C2N(C=CC=N2)C1CN1CC2CCC(C1)N2C(=O)N2CCOCC2 (3-{[2-(4-chlorophenyl)imidazo[1,2-a]pyrimidin-3-yl]methyl}-3,8-diazabicyclo[3.2.1]oct-8-yl)(morpholin-4-yl)methanone